Fmoc-(S)-homomorpholine-3-carboxylic acid C(=O)(OCC1C2=CC=CC=C2C2=CC=CC=C12)N1[C@@H](COCCC1)C(=O)O